((S)-4-(2-Chloro-3-fluorophenyl)-5-azaspiro[2.4]heptan-5-yl)-N-((R,E)-4-(methylsulfonyl)but-3-en-2-yl)pyrazine-2-carboxamide ClC1=C(C=CC=C1F)[C@@H]1C2(CC2)CCN1C=1C(=NC=CN1)C(=O)N[C@H](C)\C=C\S(=O)(=O)C